ClC=1C(=NC(=C(C1)C#N)N1C[C@H](C([C@H](C1)C)F)C)NC=1C=C2C=C(C(NC2=CC1)=O)OCC(=O)NC 2-[[6-[[3-chloro-5-cyano-6-[(3R,5S)-4-fluoro-3,5-dimethyl-1-piperidyl]-2-pyridyl]amino]-2-oxo-1H-quinolin-3-yl]oxy]-N-methyl-acetamide